1-(3-(4-fluorophenyl)-2,7-dimethylquinoxalin-5-yl)ethan-1-one FC1=CC=C(C=C1)C=1C(=NC2=CC(=CC(=C2N1)C(C)=O)C)C